OC(CNC(=O)C1=NC=C(C=N1)NC(O[C@H](C)[C@H](C)OC1=C(C=C2C(=N1)SC(=N2)C2=C1N=CC(=NC1=CC(=C2)C)OC)F)=O)(C)C (2R,3S)-3-((6-fluoro-2-(2-methoxy-7-methylquinoxalin-5-yl)thiazolo[5,4-b]pyridin-5-yl) oxy)butan-2-yl (2-((2-hydroxy-2-methylpropyl)carbamoyl)pyrimidin-5-yl)carbamate